COC(CCC1=CC(=CC=C1)CC(=O)OC)=O 3-(3-(2-methoxy-2-oxoethyl)phenyl)propanoic acid methyl ester